(3-(methylthio)phenyl)-8,9-dihydroimidazo[1',2':1,6]pyrido[2,3-d]pyrimidin-2-amine CSC=1C=C(C=CC1)C=1C2=C(N=C(N1)N)N1C(C=C2)=NCC1